(2S,5S)-3-(4-aminophenyl-ethyl)-2-(1-(4-bromophenyl)-3-(5-fluoropyridin-2-yl)-1H-pyrazol-4-yl)-5-methyl-oxazolidin-4-one NC1=CC=C(C=C1)CCN1[C@@H](O[C@H](C1=O)C)C=1C(=NN(C1)C1=CC=C(C=C1)Br)C1=NC=C(C=C1)F